hydroxy-1,4,5-trimethylspiro[indoline-2,3'-(3H)-naphtho(2,1-b)-1,4-oxazine] OC1=NC2=C(OC13N(C1=CC=C(C(=C1C3)C)C)C)C=CC3=CC=CC=C32